2-(3-(4-bromo-2,5-difluorophenyl)-2-oxotetrahydropyrimidin-1(2H)-yl)-4-methylthiazole-5-sulfonic acid BrC1=CC(=C(C=C1F)N1C(N(CCC1)C=1SC(=C(N1)C)S(=O)(=O)O)=O)F